Cl.Cl.C1(CC1)C1=C(C=CC(=C1)C#N)C1=C(C=CC(=C1)F)OC=1C(=NC=NC1)N1CC2(CC1)CN(CC2)CC2=CC1=C(NC(N1)=O)C=C2 2-cyclopropyl-5'-fluoro-2'-((4-(7-((2-oxo-2,3-dihydro-1H-benzo[d]imidazol-5-yl)methyl)-2,7-diazaspiro[4.4]nonan-2-yl)pyrimidin-5-yl)oxy)-[1,1'-biphenyl]-4-carbonitrile bis-HCl salt